2-(1-((2-(3,5-dichlorophenyl)-6-((2-(4-(3-hydroxy-2,2-dimethylpropyl)piperazin-1-yl)pyrimidin-5-yl)oxy)pyridin-4-yl)methyl)piperidin-4-yl)acetic acid ClC=1C=C(C=C(C1)Cl)C1=NC(=CC(=C1)CN1CCC(CC1)CC(=O)O)OC=1C=NC(=NC1)N1CCN(CC1)CC(CO)(C)C